phenyl-9-phenylfluorene C1(=CC=CC=C1)C1=CC=CC=2C3=CC=CC=C3C(C12)C1=CC=CC=C1